2-chloro-N-cyclobutyl-N-(2,2-difluorobenzo[d][1,3]dioxol-5-yl)acetamide ClCC(=O)N(C1=CC2=C(OC(O2)(F)F)C=C1)C1CCC1